FC1=CC(=CC2=CC=3C[C@@](CCC3N=C12)(C(C)C)F)C(=O)N[C@H](CC[NH+]1CCC(CC1)COC)C=1C=NC(=CC1)C1=CN=NC=C1 (7S)-4,7-difluoro-7-isopropyl-N-[(1R)-3-[4-(methoxymethyl)piperidin-1-ium-1-yl]-1-(6-pyridazin-4-yl-3-pyridyl)propyl]-6,8-dihydro-5H-acridine-2-carboxamide